2,3,4,6-O-tetraacetyl-D-glucopyranose C(C)(=O)[C@@]1(C(O)O[C@@H]([C@]([C@@]1(O)C(C)=O)(O)C(C)=O)COC(C)=O)O